4-(2-oxopropyl)benzenecarboxylic acid O=C(CC1=CC=C(C=C1)C(=O)O)C